3-(2-{[(3S)-piperidin-3-yl]amino}-5-(trifluoromethyl)pyrimidin-4-yl)-1H,4H,5H,6H,7H-pyrrolo[3,2-c]pyridin-4-one N1C[C@H](CCC1)NC1=NC=C(C(=N1)C1=CNC2=C1C(NCC2)=O)C(F)(F)F